2-((1-(3-Fluoropyridin-2-yl)ethyl)(pyrazolo[1,5-a]pyridin-5-ylmethyl)amino)-2-oxoacetic acid methyl ester COC(C(=O)N(CC1=CC=2N(C=C1)N=CC2)C(C)C2=NC=CC=C2F)=O